FC(C1(CC1)CN)(F)F (1-(trifluoromethyl)cyclopropyl)methanamine